N[C@@H](CC(=O)N)C(=O)N1CCN(CC1)C(C1=C(C=C(C=C1)NC=1C=2N(C=CN1)C(=CN2)C2=CC=C(C=C2)OC(F)F)C)=O (3S)-3-amino-4-[4-[4-[[3-[4-(difluoromethoxy)phenyl]imidazo[1,2-a]pyrazin-8-yl]amino]-2-methylbenzoyl]piperazin-1-yl]-4-oxobutanamide